[N+](#[C-])CC1C2CCC(C1C[N+]#[C-])C2 2,3-bis(isocyanomethyl)bicyclo(2.2.1)heptane